3-[2-[(3R)-1-[5-bromo-2-[4-(hydroxymethyl)cyclohexyl]indazol-6-yl]pyrrolidin-3-yl]oxyethoxy]benzonitrile BrC1=CC2=CN(N=C2C=C1N1C[C@@H](CC1)OCCOC=1C=C(C#N)C=CC1)C1CCC(CC1)CO